The molecule is a primary alcohol that is butan-1-ol substituted by a chloro group at position 4. It has a role as a metabolite. It is a primary alcohol and an organochlorine compound. It derives from a butan-1-ol. C(CCCl)CO